FC(OC1=NC2=CC(=CC(=C2N=C1)C=1SC2=C(N1)C=C(C=C2)F)C)F 2-(2-(difluoromethoxy)-7-methylquinoxalin-5-yl)-5-fluorobenzo[d]thiazole